C(OC(C)(CC)OOC(C)(C)CCC)([O-])=O tert-hexylperoxysec-butyl monocarbonate